FC1=NC(=CC=C1CC(C)(O)C)F (2,6-difluoro-3-pyridinyl)-2-methyl-propan-2-ol